(3-fluoro-4-triisopropylsiloxy-phenyl)but-3-yn-2-ol FC=1C=C(C=CC1O[Si](C(C)C)(C(C)C)C(C)C)CC(C#C)O